CC(CC)(CCCC(C)C)OC(C=CC1=CC=CC=C1)=O 3,7-Dimethyloctan-3-ylcinnamat